OC(C)C=1C=C(C=C2C(C(=C(OC12)C1=CC2=CN(N=C2C=C1)C)C)=O)C 8-(1-hydroxyethyl)-3,6-dimethyl-2-(2-methylindazol-5-yl)chromen-4-one